(E)-1-[2,4-Dihydroxy-6-[(2S,3S,4S,5R,6R)-3,4,5-trihydroxy-6-(hydroxymethyl)oxan-2-yl]oxyphenyl]-3-(4-hydroxyphenyl)prop-2-en-1-one OC1=C(C(=CC(=C1)O)O[C@@H]1O[C@@H]([C@@H]([C@@H]([C@@H]1O)O)O)CO)C(\C=C\C1=CC=C(C=C1)O)=O